tert-butyl (4-((4-(tert-butyl)-3-(hexyloxy) phenyl)amino)cyclohexyl)carbamate C(C)(C)(C)C1=C(C=C(C=C1)NC1CCC(CC1)NC(OC(C)(C)C)=O)OCCCCCC